di-n-butyl (naphthylmethylene)malonate C1(=CC=CC2=CC=CC=C12)C=C(C(=O)OCCCC)C(=O)OCCCC